CC1=C(C=C(C=C1)[C@H]2[C@@H]([C@H]([C@@H]([C@H](O2)CO)O)O)O)CC3=CC=C(S3)C4=CC=C(C=C4)F The molecule is a C-glycosyl compound that is used (in its hemihydrate form) for treatment of type II diabetes via inhibition of sodium-glucose transport protein subtype 2. It has a role as a hypoglycemic agent and a sodium-glucose transport protein subtype 2 inhibitor. It is a C-glycosyl compound, a member of thiophenes and an organofluorine compound.